1-(1-(2-(4-(2-chloroethyl)piperazin-1-yl)ethyl)piperidin-4-yl)-3-(4-phenoxyphenyl)-1H-pyrazolo(3,4-d)pyrimidin-4-amine ClCCN1CCN(CC1)CCN1CCC(CC1)N1N=C(C=2C1=NC=NC2N)C2=CC=C(C=C2)OC2=CC=CC=C2